BrCCCOC1=CC=C(C=C1)C1=CC=CC=C1 1-(3-bromopropyloxy)-4-phenylbenzene